racemic-apigenin O1C(=CC(=O)C=2C(O)=CC(O)=CC12)C1=CC=C(O)C=C1